NC1=NC(=NO1)C1=CC=C(CCNC(=O)C2=C(C=NN2C(C)(C)C)OC2=CC(=CC=C2)C)C=C1 N-(4-(5-amino-1,2,4-oxadiazol-3-yl)phenethyl)-1-(tert-butyl)-4-(3-methylphenoxy)-1H-pyrazole-5-carboxamide